COC(C1=CC=C(C=C1)N1C(N(C(CC1)=O)CC1=CC=C(C=C1)OC)=O)OC 1-[4-(dimethoxymethyl)phenyl]-3-[(4-methoxyphenyl)methyl]-hexahydropyrimidine-2,4-dione